C1(=CC=CC=C1)C1=NC(=NC(=N1)C1=CC=CC=C1)C=1C=C(C=C(C1)C=1C2=CC=CC=C2C=2C=CC=CC2C1)C1=CC=CC=C1 4,6-diphenyl-2-[5-(phenanthr-9-yl)-biphenyl-3-yl]-1,3,5-triazine